C1(CC1)CC1=NOC=C1 3-(cyclopropylmethyl)isoxazole